[N-](S(=O)(=O)C(F)(F)F)S(=O)(=O)C(F)(F)F.C(C)N1C(N(C=C1)C)C 1-ethyl-2,3-dimethyl-imidazole bis(trifluoromethanesulfonyl)imide salt